4-((2-acetamido-3-ethoxy-3-oxopropyl)thio)-2-phenylchromenylium C(C)(=O)NC(CSC1=CC(=[O+]C2=CC=CC=C12)C1=CC=CC=C1)C(=O)OCC